5-((3-ethoxypyridin-2-yl)oxy)pyridin C(C)OC=1C(=NC=CC1)OC=1C=CC=NC1